C(C)C1=NC(=CC(=N1)C=O)C 2-ETHYL-6-METHYLPYRIMIDINE-4-CARBALDEHYDE